oxylisoquinolin-1(2H)-one ON1C(C2=CC=CC=C2C=C1)=O